C(C)N(CC)CCC=1N(C(=CC1)OCC1=CC=C(C=C1)C)C diethylaminoethyl-1-methyl-5-(4-methylbenzyloxy)-1H-pyrrole